3-chloro-6,7-dimethyl-isoquinoline ClC=1N=CC2=CC(=C(C=C2C1)C)C